calcium potassium sodium salt [Na].[K].[Ca]